BrC1=C(C(=C2C(=C(N(C2=C1)C)CSC1=CC=CC=C1)C(=O)O)CN(C)C)O 6-bromo-4-[dimethylaminomethyl]-5-hydroxy-1-methyl-2-[(phenylthio)methyl]-1H-indole-3-carboxylic acid